C(C)(C)C1=C(C=CC=C1)C1=NC=C2N(C(N(C2=N1)CC1=CC=C(C=C1)C=1N(C=C(N1)C(F)(F)F)C1CN(C1)C)=N)C 2-(2-isopropylphenyl)-7-methyl-9-(4-(1-(1-methylazetidin-3-yl)-4-(trifluoromethyl)-1H-imidazol-2-yl)benzyl)-7H-purin-8(9H)-imine